[Zn].OC=1C=CC=C2C=CC(=NC12)C=O.OC=1C=CC=C2C=CC(=NC12)C=O di(8-hydroxyquinoline-2-formaldehyde) zinc